1-[3-(2-oxo-3H-benzimidazol-1-yl)propyl]-1H-benzimidazol-2-one O=C1NC2=C(N1CCCN1C(NC3=C1C=CC=C3)=O)C=CC=C2